2,3,9,10,13,15-Hexahydro-1H,12H-benzo[de]pyrano[3',4':6,7]indolizino[1,2-b]quinoline C1CCC=2C=3C1=C1C(=NC3C=CC2)C2=CC3=C(CN2C1)COCC3